NC1=CC(=CC=2N(C(NC21)=O)CC2=CC=C(C=C2)OC)C=2C(=NOC2C)C 4-amino-6-(3,5-dimethylisoxazol-4-yl)-1-(4-methoxybenzyl)-1H-benzo[d]imidazol-2(3H)-one